3-(dimethylamino)-14,14-bis(3-(dimethylamino)-2-methyl-9-oxo-12-oxa-2,4,8-triazatridec-3-en-13-yl)-2-methyl-9,16-dioxo-12-oxa-2,4,8,15-tetraazaicos-3-en-20-oic acid CN(C(N(C)C)=NCCCNC(CCOCC(NC(CCCC(=O)O)=O)(COCCC(NCCCN=C(N(C)C)N(C)C)=O)COCCC(NCCCN=C(N(C)C)N(C)C)=O)=O)C